methyl N-[4-[6-[(4-chlorophenyl)-methyl-carbamoyl]-5-cyano-imidazo[1,2-a]pyridin-3-yl]phenyl]carbamate ClC1=CC=C(C=C1)N(C(=O)C=1C=CC=2N(C1C#N)C(=CN2)C2=CC=C(C=C2)NC(OC)=O)C